8-(1-((2S,4S)-1-acetyl-2-(cyanomethyl)piperidin-4-yl)-8-chloro-6-fluoro-4-((S)-1-((S)-1-methylpyrrolidin-2-yl)ethoxy)-1H-pyrrolo[3,2-c]quinolin-7-yl)-1-naphthonitrile C(C)(=O)N1[C@@H](C[C@H](CC1)N1C=CC=2C(=NC=3C(=C(C(=CC3C21)Cl)C=2C=CC=C1C=CC=C(C21)C#N)F)O[C@@H](C)[C@H]2N(CCC2)C)CC#N